2-((2-(2-Methoxyphenyl)-2-oxoethyl)amino)-2-oxoacetic acid ethyl ester C(C)OC(C(=O)NCC(=O)C1=C(C=CC=C1)OC)=O